(S)-1'-(8-((2,3-dichlorophenyl)thio)imidazo[1,2-c]pyrimidin-5-yl)-5,7-dihydrospiro[cyclopenta[b]pyridine-6,4'-piperidin]-5-amine ClC1=C(C=CC=C1Cl)SC=1C=2N(C(=NC1)N1CCC3(CC1)[C@@H](C=1C(=NC=CC1)C3)N)C=CN2